C(C)(C)(C)C1=CC(=NC=C1)C1CC[C@H]2CC(N(C=3N=C4C(=CC=CC4=CC3C(NS(C3=CC=CC(N1)=N3)(=O)=O)=O)C)C2)(C)C (18S)-21-(4-tert-Butylpyridin-2-yl)-11,16,16-trimethyl-2λ6-thia-3,13,15,22,27-pentaazapentacyclo[21.3.1.115,18.05,14.07,12]octacosa-1(26),5(14),6,8,10,12,23(27),24-octaene-2,2,4-trione